4-[[3-(3-fluoro-4-methoxy-phenyl)imidazo[1,2-a]pyrazin-8-yl]amino]-N-[2-[2-(4-formylpiperazin-1-yl)ethoxy]ethyl]-N,2-dimethyl-benzamide FC=1C=C(C=CC1OC)C1=CN=C2N1C=CN=C2NC2=CC(=C(C(=O)N(C)CCOCCN1CCN(CC1)C=O)C=C2)C